CN(CC=O)C1=CC=C(C=C1)C 2-[METHYL(4-METHYLPHENYL)AMINO]ACETALDEHYDE